3-((2-aminopyridin-4-yl)oxy)pyrrolidin-2-one HCl salt Cl.NC1=NC=CC(=C1)OC1C(NCC1)=O